(S)-3-(3,5-dimethoxyphenylethynyl)-4-(3-acrylamidopyrrolidin-1-yl)indole-7-carboxamide nonyl-(2-(4-tetradecanoylpiperazin-1-yl)ethyl)hydrogenphosphate C(CCCCCCCC)C(COP(=O)(O)O)N1CCN(CC1)C(CCCCCCCCCCCCC)=O.COC=1C=C(C=C(C1)OC)C#CC1=CNC2=C(C=CC(=C12)N1C[C@H](CC1)NC(C=C)=O)C(=O)N